CN1C(C(=CC2=C1N=CN=C2)C2CN(CC2)C)=O 8-methyl-6-(1-methylpyrrolidin-3-yl)pyrido[2,3-d]pyrimidin-7(8H)-one